N-(2-(2,6-dioxopiperidin-3-yl)-1-oxoisoindolin-5-yl)-7-(trifluoromethyl)indoline-1-carboxamide O=C1NC(CCC1N1C(C2=CC=C(C=C2C1)NC(=O)N1CCC2=CC=CC(=C12)C(F)(F)F)=O)=O